FC1=C(N=CC2=C1N=C(N=C2N2C[C@H]1CC[C@@H](C2)N1C(=O)OCCCC)OCC12CCCN2CCC1)C=1C(=NC=CC1)C(C)C butyl (1R,5S)-3-(8-fluoro-7-(2-isopropylpyridin-3-yl)-2-((tetrahydro-1H-pyrrolizin-7a(5H)-yl)methoxy)pyrido[4,3-d]pyrimidin-4-yl)-3,8-diazabicyclo[3.2.1]octane-8-carboxylate